(2-([(CYCLOBUTYLMETHYL)(METHYL)AMINO]METHYL)PHENYL)BORANEDIOL C1(CCC1)CN(C)CC1=C(C=CC=C1)B(O)O